tert-butyl 6-(5-cyanopyrazolo[3,4-b]pyridin-1-yl)-4-[[1-(hydroxyiminomethyl)cyclopropyl]amino]pyridine-3-carboxylate C(#N)C=1C=C2C(=NC1)N(N=C2)C2=CC(=C(C=N2)C(=O)OC(C)(C)C)NC2(CC2)C=NO